C[Si](C)(C)B([Si](C)(C)C)S(=O)(=O)OS(=O)(=O)B([Si](C)(C)C)[Si](C)(C)C bis(trimethylsilyl)boryl-sulfonic anhydride